(S)-1-(4-trifluoromethoxyphenyl)pyrroline-3-methanol FC(OC1=CC=C(C=C1)N1C=C(CC1)CO)(F)F